N-((1R,2R,4S)-7-cyano-7-azabicyclo[2.2.1]heptan-2-yl)-2-(2,3-dichlorophenyl)-1-azetidinecarboxamide C(#N)N1[C@H]2[C@@H](C[C@@H]1CC2)NC(=O)N2C(CC2)C2=C(C(=CC=C2)Cl)Cl